C1(CC1)C=1N=NN(C1)[C@H](C(=O)N1[C@@H](C[C@H](C1)O)C(=O)NCC(C)(C)N1C=NC=C1)C(C)(C)C (2S,4R)-1-[(2S)-2-(4-cyclopropyltriazol-1-yl)-3,3-dimethyl-butanoyl]-4-hydroxy-N-(2-imidazol-1-yl-2-methyl-propyl)pyrrolidine-2-carboxamide